N1(CCOCC1)C1=CC=C(C=N1)C1=CC(=CC=2CNS(OC21)(=O)=O)F 8-(6-morpholinylpyridin-3-yl)-6-fluoro-3,4-dihydrobenzo[e][1,2,3]oxathiazine 2,2-Dioxide